C(C)(C)(C)C1=C(C(=CC(=C1)S)C(C)(C)C)O 2,6-di-tert-butyl-4-mercaptophenol